[4-butylsulfonylmorpholin-2-yl]benzothiophene-2-carboxamide C(CCC)S(=O)(=O)N1CC(OCC1)C1=C(SC2=C1C=CC=C2)C(=O)N